2-(2,4-difluorophenyl)-5-methyl-pyridine FC1=C(C=CC(=C1)F)C1=NC=C(C=C1)C